F[C@@](C(=O)O)(C)C1=C(C=CC=C1)F (αs)-α,2-difluoro-phenylpropionic acid